tris[3-(3-pyridyl)mesityl]borane N1=CC(=CC=C1)C1(C(C(=CC(=C1)C)C)B(C1C(=CC(=CC1(C)C=1C=NC=CC1)C)C)C1C(=CC(=CC1(C)C=1C=NC=CC1)C)C)C